4-(4-((R)-3-Aminopiperidin-1-yl)-8-fluoro-2-(((2R,7aS)-2-fluorotetrahydro-1H-pyrrolizin-7a(5H)-yl)methoxy)pyrido[4,3-d]pyrimidin-7-yl)-5-ethyl-6-fluoronaphthalen-2-ol N[C@H]1CN(CCC1)C=1C2=C(N=C(N1)OC[C@]13CCCN3C[C@@H](C1)F)C(=C(N=C2)C2=CC(=CC1=CC=C(C(=C21)CC)F)O)F